CN(C1=C(C=C(C=C1)C#CCNC(C1=NC=C(C=C1)C=1N=CC2=C(C=CC=C2C1)C1=CC2=C(N(C(N2C)=O)C)C(=C1)C(C)C)=O)NC1C(NC(CC1)=O)=O)C N-(3-(4-(Dimethylamino)-3-((2,6-dioxopiperidin-3-yl)amino)phenyl)prop-2-yn-1-yl)-5-(8-(7-isopropyl-1,3-dimethyl-2-oxo-2,3-dihydro-1H-benzo[d]imidazol-5-yl)isoquinolin-3-yl)picolinamide